CCCCCCCCCCCCCCCCOC[C@H](COP(=O)([O-])OCC[N+](C)(C)C)OC(=O)C The molecule is a 2-acetyl-1-alkyl-sn-glycero-3-phosphocholine betaine which has hexadecyl as the alkyl group. PAF is a potent phospholipid activator and mediator of many leukocyte functions, including platelet aggregation, inflammation, and anaphylaxis. It has a role as a beta-adrenergic antagonist, an antihypertensive agent, a bronchoconstrictor agent, a hematologic agent and a vasodilator agent.